R-2-(N-(1-phenylethyl))iminophenol C1(=CC=CC=C1)C(C)N=C1[C@@H](C=CC=C1)O